ClC=1C=CC2=C(C[C@@H](CC=3N2C(=NN3)[C@@H]3CC[C@H](CC3)OC3=NC=CC=C3)NC(C)=O)C1 (5S)-N-{8-Chloro-1-[trans-4-(pyridin-2-yloxy)cyclohexyl]-5,6-dihydro-4H-[1,2,4]triazolo[4,3-a][1]benzazepin-5-yl}acetamid